4-[(1S,4R,5R)-5-{[5-cyclopropyl-3-(2,6-dichlorophenyl)-1,2-oxazol-4-yl]methoxy}-3-oxo-2-azabicyclo[2.2.1]heptan-2-yl]-2-methylbenzoic acid C1(CC1)C1=C(C(=NO1)C1=C(C=CC=C1Cl)Cl)CO[C@H]1[C@@H]2C(N([C@H](C1)C2)C2=CC(=C(C(=O)O)C=C2)C)=O